spiro[chromene-2,3'-pyrrolidine]-6,7-dicarboxylic acid dimethyl ester COC(=O)C=1C=C2C=CC3(CNCC3)OC2=CC1C(=O)OC